CN(C1CCN(CC1)C(=O)OC(C)C)C1=NN2C(S1)=NC(=C2)C2=CC=C(C=C2)S(=O)(=O)C isopropyl 4-(methyl(6-(4-(methylsulfonyl)phenyl)imidazo[2,1-b][1,3,4]thiadiazol-2-yl)amino)piperidin-1-carboxylat